CCCCC(CC)COC(=O)C1C=CC=CC=1O ethyl hexyl salicylate